Cl.C1(CCCCC1)N Cyclohexylamine Hydrochloride